5-(4-(N,N-bis(4-methoxybenzyl)sulfamoyl)-3-fluorobenzyl)-4-bromo-1-(cyclopropylmethyl)-1H-pyrrole-2-carbothioamide COC1=CC=C(CN(S(=O)(=O)C2=C(C=C(CC3=C(C=C(N3CC3CC3)C(N)=S)Br)C=C2)F)CC2=CC=C(C=C2)OC)C=C1